O=C(CN1C(CNCC1)=O)N1CCNCC1 1-(2-oxo-2-(piperazin-1-yl)ethyl)piperazin-2-one